C(C)(C)(C)OC(=O)N[C@H]1CSC2=C(NC1=O)C=C(C(=C2)F)C(=O)OC methyl (3R)-3-(tert-butoxycarbonylamino)-8-fluoro-4-oxo-3,5-dihydro-2H-1,5-benzothiazepine-7-carboxylate